CCCCC/C=C\CCC(=O)OC(CC(=O)[O-])C[N+](C)(C)C (4Z)-decenoylcarnitine